4-((3-fluorobenzyl)oxy)-2-methoxy-N-(3-methyl-1-(2-(1-methylpiperidin-4-yl)ethyl)-1H-indazol-6-yl)benzamide FC=1C=C(COC2=CC(=C(C(=O)NC3=CC=C4C(=NN(C4=C3)CCC3CCN(CC3)C)C)C=C2)OC)C=CC1